C(C)(=O)N1CCC(CC1)(O)C=1C(N(C2=C(C(=NC(=C2C1)N[C@H](C)C1=C(C(=CC=C1)C(F)F)F)C)C#CCN(C)C)C)=O (R)-3-(1-acetyl-4-hydroxypiperidin-4-yl)-5-((1-(3-(difluoromethyl)-2-fluorophenyl)ethyl)amino)-8-(3-(Dimethylamino)prop-1-yn-1-yl)-1,7-dimethyl-1,6-naphthyridin-2(1H)-one